NC([C@H](CCC(=O)OC(C)(C)C)N1C(C2=CC=C(C=C2C1)O[C@@H]1CN(CC1)CC=1C=C2C=CC(=NC2=CC1)C(C)(C)O)=O)=O tert-butyl (S)-5-amino-4-(5-(((S)-1-((2-(2-hydroxypropan-2-yl)quinolin-6-yl)methyl)pyrrolidin-3-yl)oxy)-1-oxoisoindolin-2-yl)-5-oxopentanoate